3,4-dimethyl-2-hexyl methacrylate C(C(=C)C)(=O)OC(C)C(C(CC)C)C